4-methyl-N-[5-methyl-1-(2-methylpropyl)-1H-pyrazol-3-yl]-3-[2-(pyridin-3-yl)ethynyl]benzamide CC1=C(C=C(C(=O)NC2=NN(C(=C2)C)CC(C)C)C=C1)C#CC=1C=NC=CC1